OC(COCCOCC(C[N+](C)(C)C)O)C[N+](C)(C)C 2-[2-hydroxy-3-(trimethylammonio)propoxy]ethyl 2-hydroxy-3-(trimethylammonio)propyl ether